N,N-dimethyl-3-(6-(trimethylstannyl)pyridin-3-yloxy)propan-1-amine CN(CCCOC=1C=NC(=CC1)[Sn](C)(C)C)C